1-(2-(4-isopropyl-5-(8-methoxy-[1,2,4]triazolo[1,5-a]pyridin-6-yl)-1H-pyrazol-3-yl)-4-methylthiazol-5-yl)-N,N-bis((tetrahydro-2H-pyran-4-yl)methyl)piperidin-4-amine C(C)(C)C=1C(=NNC1C=1C=C(C=2N(C1)N=CN2)OC)C=2SC(=C(N2)C)N2CCC(CC2)N(CC2CCOCC2)CC2CCOCC2